Cl.ClC1=C(C=C(C=C1)N1CC2(C3=NC(=CC=C31)C(=O)N3C(CN(CC3)C3=NC(=C(C(=O)O)C(=C3)C)C)(C)C)COCC2)F 6-(4-(1'-(4-chloro-3-fluorophenyl)-1',2',4,5-tetrahydro-2H-spiro[furan-3,3'-pyrrolo[3,2-b]pyridine]-5'-carbonyl)-3,3-dimethylpiperazin-1-yl)-2,4-dimethylnicotinate hydrochloride